4-((1-(2-azidoacetyl)piperidin-4-yl)ethynyl)-2-(2,6-dioxopiperidin-3-yl)isoindoline-1,3-dione N(=[N+]=[N-])CC(=O)N1CCC(CC1)C#CC1=C2C(N(C(C2=CC=C1)=O)C1C(NC(CC1)=O)=O)=O